(R)-2-((3-(methylsulfonyl)phenoxy)methyl)oxirane CS(=O)(=O)C=1C=C(OC[C@@H]2OC2)C=CC1